N1=C(C=NC=C1)C(=O)N[C@@H](CC1=CC=CC=C1)C(=O)O N-(2-pyrazinecarbonyl)-L-phenylalanine